stearic acid zinc salt [Zn+2].C(CCCCCCCCCCCCCCCCC)(=O)[O-].C(CCCCCCCCCCCCCCCCC)(=O)[O-]